3-[7-(Phenylmethyloxy)-1,4-dimethyl-1H-benzotriazol-5-yl]-3-[7-(hydroxymethyl)-1-benzothien-5-yl]propionic acid tert-butyl ester C(C)(C)(C)OC(CC(C=1C=C(C2=C(C=CS2)C1)CO)C1=C(C2=C(N(N=N2)C)C(=C1)OCC1=CC=CC=C1)C)=O